S(=O)(=O)(O)Br.[Bi] bismuth sulfobromide